4-morpholino-2-(4-phenylpyrazol-1-yl)-N-tetrahydrofuran-3-yl-furo[3,2-d]pyrimidine-6-carboxamide O1CCN(CC1)C=1C2=C(N=C(N1)N1N=CC(=C1)C1=CC=CC=C1)C=C(O2)C(=O)NC2COCC2